(+)-cis-6-(4-((R or S)-1-(4-Fluorophenyl)-3-hydroxypropyl)piperidine-1-carbonyl)hexahydro-2H-pyrido[4,3-b][1,4]oxazin-3(4H)-one FC1=CC=C(C=C1)[C@H](CCO)C1CCN(CC1)C(=O)N1C[C@@H]2[C@@H](OCC(N2)=O)CC1 |o1:7|